C(C)(=O)C=1C=C(C=CC1)NC(=O)NC=1C=C2C(N(C(=NC2=CC1)C=1C=NN(C1)C)CCOC)=O 1-(3-acetylphenyl)-3-(3-(2-methoxyethyl)-2-(1-methyl-1H-pyrazol-4-yl)-4-oxo-3,4-dihydroquinazolin-6-yl)urea